FC(C)(F)C=1C=C(C=CC1)NC(=O)C=1C(=NN(C1OC)C1=CC=C(C=C1)OC(F)F)C N-(3-(1,1-difluoroethyl)phenyl)-1-(4-(difluoromethoxy)phenyl)-5-methoxy-3-methyl-1H-pyrazole-4-carboxamide